FC(C1=NN=C(O1)C1=CC=C(C=C1)C(CC)N1N=NC(=C1)C=1C=C(C=CC1)NC(=O)N1CCOCC1)F N-(3-(1-(1-(4-(5-(difluoromethyl)-1,3,4-oxadiazol-2-yl)phenyl)propyl)-1H-1,2,3-triazol-4-yl)phenyl)morpholine-4-carboxamide